2-(methoxymethyl)-8-fluoro-5H-benzo[d]pyrazolo[5,1-b][1,3]oxazin-5-imine COCC1=NN2C(OC(C3=C2C=C(C=C3)F)=N)=C1